C(C)(C)(C)[Si](OCCOCCOCCOCCOCCN(C(OC(C)(C)C)=O)C1=CC2=C(N=C(S2)C2=CC=C(C=C2)C=2C=NC(=CC2)N(C)C)C=C1)(C)C tert-butyl N-[2-[2-[2-[2-[2-[tert-butyl-(dimethyl)silyl]oxyethoxy]ethoxy]ethoxy]ethoxy]ethyl]-N-[2-[4-[6-(dimethylamino)pyridin-3-yl]phenyl]-1,3-benzothiazol-6-yl]carbamate